1-((2-chloro-6-methylpyridin-4-yl)methyl)-6-(4-methoxypyrrolo[2,1-f][1,2,4]triazin-5-yl)-2-methyl-1H-imidazo[4,5-b]pyridine ClC1=NC(=CC(=C1)CN1C(=NC2=NC=C(C=C21)C=2C=CN1N=CN=C(C12)OC)C)C